1-hexadecanoyl-2-(8Z,11Z,14Z,17Z-eicosatetraenoyl)-sn-glycero-3-phosphocholine CCCCCCCCCCCCCCCC(=O)OC[C@H](COP(=O)([O-])OCC[N+](C)(C)C)OC(=O)CCCCCC/C=C\C/C=C\C/C=C\C/C=C\CC